(2-methyl-6-(quinolin-3-yl)nicotinyl)-N-phenylhydrazine-1-carboxamide CC1=C(CN(N)C(=O)NC2=CC=CC=C2)C=CC(=N1)C=1C=NC2=CC=CC=C2C1